ClC=1C=CC(=C(C1)C=1C(=C(C=NC1)CC1=C(C(=NC=C1)NC([O-])=O)F)C)F N-(4-{[5-(5-chloro-2-fluorophenyl)-4-methylpyridin-3-yl]methyl}-3-fluoropyridin-2-yl)carbamate